FC(C(C(C(F)(F)F)(F)F)(F)F)(F)SSCC ethyl (perfluoro-n-butyl) disulfide